3-methoxythiophen COC1=CSC=C1